5-[(3R)-piperidin-3-yl]pyrazolo[1,5-a]pyrimidin-7-amine N1C[C@@H](CCC1)C1=NC=2N(C(=C1)N)N=CC2